O1CCC(=CC1)C1CN(C1)[C@@H]1[C@H](CCCC1)OC=1C=C2CN(C(C2=CC1)=O)C1C(NC(CC1)=O)=O 3-(5-(((1S,2S)-2-(3-(3,6-dihydro-2H-pyran-4-yl)-azetidin-1-yl)cyclohexyl)-oxy)-1-oxoisoindolin-2-yl)-piperidine-2,6-dione